ClC1=NC=CC(=N1)COC1=CC=C(C=C1)C(C)(C)C1=CC=C(OCCCNC(OC(C)(C)C)=O)C=C1 Tert-butyl (3-(4-(2-(4-((2-chloropyrimidin-4-yl)methoxy)phenyl)propan-2-yl)phenoxy)propyl)carbamate